O-((2R,3R,4S,5R)-4-(benzyloxy)-5-((benzyloxy)methyl)-2-(6-hydroxy-2-isobutyramido-9H-purin-9-yl)-5-methyltetrahydrofuran-3-yl) O-phenyl carbonothioate C(O[C@H]1[C@@H](O[C@]([C@H]1OCC1=CC=CC=C1)(C)COCC1=CC=CC=C1)N1C2=NC(=NC(=C2N=C1)O)NC(C(C)C)=O)(OC1=CC=CC=C1)=S